N-(4-chlorophenyl)-2-(4H-1,2,4-triazol-4-yl)isonicotinamide ClC1=CC=C(C=C1)NC(C1=CC(=NC=C1)N1C=NN=C1)=O